C(#N)C(=C1CC(=C(C(=C1)C=CC1=CC=C(C=C1)N(C)C)C1OC=CC=C1)C)C#N 4-(dicyanomethylene)-2-methyl-6-(4-dimethylaminophenylvinyl)-4H-phenylpyrane